tert-butyl (rac)-4-cyano-1-(4-cyclopropylphenyl)-3-(2-methoxy-2-oxoethoxy)-1,4,6,7-tetrahydro-5H-pyrazolo[4,3-c]pyridine-5-carboxylate C(#N)[C@@H]1N(CCC2=C1C(=NN2C2=CC=C(C=C2)C2CC2)OCC(=O)OC)C(=O)OC(C)(C)C |r|